i-butylpyridinium hexafluorophosphate F[P-](F)(F)(F)(F)F.C(C(C)C)[N+]1=CC=CC=C1